6-acetyl-2-((5-(4-(4-(chloromethyl)phenyl)piperazin-1-yl)pyridin-2-yl)amino)-8-cyclopentyl-5-methylpyrido[2,3-d]pyrimidin-7(8H)-one C(C)(=O)C1=C(C2=C(N=C(N=C2)NC2=NC=C(C=C2)N2CCN(CC2)C2=CC=C(C=C2)CCl)N(C1=O)C1CCCC1)C